The molecule is a 5-oxo monocarboxylic acid anion obtained by deprotonation of the carboxy group of any diastereomer of 4,5-didehydrojasmonic acid; major species at pH 7.3. CC/C=C\\CC1C(C=CC1=O)CC(=O)[O-]